(R)-N-(3-(5-chloro-2-methoxyphenyl)-1-(2-hydroxypentyl)-1H-pyrazol-4-yl)pyrazolo[1,5-a]pyrimidine-3-carboxamide ClC=1C=CC(=C(C1)C1=NN(C=C1NC(=O)C=1C=NN2C1N=CC=C2)C[C@@H](CCC)O)OC